FC=1C=C(C=C(C1)F)C12CCC(CC2C1)OC[C@@H]1N([C@@H](C[C@@H]1NS(=O)(=O)N(C)C)C)C(=O)OC methyl (2r,3s,5r)-2-(((6-(3,5-difluorophenyl) bicyclo[4.1.0]hept-3-yl) oxy) methyl)-3-((N,N-dimethylaminosulfonyl) amino)-5-methylpyrrolidine-1-carboxylate